C1(CC1)C1=NC=NC(=C1C1=NN2C(C(=N1)NCC=1C=C3CN4C(C3=CC1)=NC(=C4)C(F)(F)F)=NC=C2)OC 2-(4-cyclopropyl-6-methoxypyrimidin-5-yl)-N-((2-(trifluoromethyl)-5H-imidazo[2,1-a]isoindol-7-yl)methyl)imidazo[2,1-f][1,2,4]triazin-4-amine